FC=1C=CC(=C(C1)C#CC=1C=CC(=NC1)C(=O)O)NS(=O)(=O)C=1C=CC(=C2C=CC=NC12)OC 5-{2-[5-fluoro-2-(5-methoxyquinoline-8-sulfonamido)phenyl]ethynyl}pyridine-2-carboxylic acid